OC=1OC2=C(N1)C=CC(=C2OC)OC hydroxy-6,7-dimethoxybenzoxazole